(S)-2-amino-3-(6-(3-aminoazetidin-1-yl)pyridin-3-yl)propanoic acid N[C@H](C(=O)O)CC=1C=NC(=CC1)N1CC(C1)N